ClC1=CC=C(C=C1)C1=C(C(=NN1C1=C(C=C(C=C1)Cl)Cl)C(C(=O)NC1CCCCCC1)=O)C 2-(5-(4-chlorophenyl)-1-(2,4-dichlorophenyl)-4-methyl-1H-pyrazol-3-yl)-N-cycloheptyl-2-oxoacetamide